C(C)(C)(C)OC(=O)N1[C@@H](CN([C@H](C1)C)C=1C2=C(N=CN1)NC=C2C=O)C (2r,5s)-4-(5-formyl-7H-pyrrolo[2,3-d]pyrimidin-4-yl)-2,5-dimethylpiperazine-1-carboxylic acid tert-butyl ester